N1(N=CN=C1)CC1=CC=C(N)C=C1 4-((1H-1,2,4-triazol-1-yl)methyl)aniline